ClC=1N=C2C(=C(C(N(C2=CC1)C)=O)C#N)N1CCC(CC1)OC1=CC(=CC(=C1)F)Cl 6-Chloro-4-(4-(3-chloro-5-fluorophenoxy)piperidin-1-yl)-1-methyl-2-oxo-1,2-dihydro-1,5-naphthyridin-3-carbonitril